NCC12CN(CC2CCCC1)C1=NC(=C(C(=N1)C(=O)N)C1=C(C(=CC=C1)Cl)Cl)N 2-[3a-(aminomethyl)-octahydro-1H-isoindol-2-yl]-6-amino-5-(2,3-dichlorophenyl)-pyrimidine-4-carboxamide